2-[8-(2-chlorophenyl)-7-(4-chlorophenyl)-3-([4-[(morpholin-4-yl)methyl]phenyl]methyl)-2,6-dioxo-2,3,6,7-tetrahydro-1H-purin-1-yl]acetic acid ClC1=C(C=CC=C1)C1=NC=2N(C(N(C(C2N1C1=CC=C(C=C1)Cl)=O)CC(=O)O)=O)CC1=CC=C(C=C1)CN1CCOCC1